C(C)(C)C1=NNC(=C1)C(=O)O isopropylpyrazole-5-carboxylic acid